(7S)-7-tert-butyl-N-[(1R)-1-[4-(2-amino-4-pyridyl)phenyl]-3-(4-hydroxy-1-piperidyl)propyl]-5,6,7,8-tetrahydrothiazolo[5,4-b]quinoline-2-carboxamide C(C)(C)(C)[C@@H]1CC=2C=C3C(=NC2CC1)SC(=N3)C(=O)N[C@H](CCN3CCC(CC3)O)C3=CC=C(C=C3)C3=CC(=NC=C3)N